(3-fluoro-2-{5-[6-(2-methoxy-ethylcarbamoyl)-3-aza-bicyclo[3.1.0]hexane-3-sulfonyl]-pyridin-2-yloxymethyl}-allyl)-carbamic acid tert-butyl ester C(C)(C)(C)OC(NCC(=CF)COC1=NC=C(C=C1)S(=O)(=O)N1CC2C(C2C1)C(NCCOC)=O)=O